(2R,3S,4S)-4-hydroxy-2-{[4-(1,3,4-thiadiazol-2-yl)phenyl]methyl}pyrrolidin-3-yl N-[(3-fluorophenyl)methyl]carbamate FC=1C=C(C=CC1)CNC(O[C@H]1[C@H](NC[C@@H]1O)CC1=CC=C(C=C1)C=1SC=NN1)=O